2-(2,6-dioxopiperidin-3-yl)-1-oxo-N-(quinolin-4-yl)isoindoline-5-carboxamide O=C1NC(CCC1N1C(C2=CC=C(C=C2C1)C(=O)NC1=CC=NC2=CC=CC=C12)=O)=O